ClC=1C=C(C=CC1)C#C\C=C/1\C(CN(CC1)S(=O)(=O)C=1C=NC=C(C1)OC(C)C)(C)C 3-({(4E)-4-[3-(3-chlorophenyl)prop-2-yn-1-ylidene]-3,3-dimethylpiperidin-1-yl}sulfonyl)-5-(propan-2-yloxy)pyridine